F[C@@H]1[C@]2(C=C[C@@](C[C@@H]1N(C=1N=NC(=CN1)C1=C(C=C(C=C1)N1N=CC(=C1)F)O)C)(N2)C)C 2-(3-(((1R,2S,3S,5R)-2-fluoro-1,5-dimethyl-8-azabicyclo[3.2.1]oct-6-en-3-yl)(methyl)amino)-1,2,4-triazin-6-yl)-5-(4-fluoro-1H-pyrazol-1-yl)phenol